2-(4-tert-butylphenyl)-3-(1,3,4-trimethylpyrazol-5-yl)-3-hydroxyacrylonitrile C(C)(C)(C)C1=CC=C(C=C1)C(C#N)=C(O)C1=C(C(=NN1C)C)C